OC(C(=O)[O-])C(O)(C(=O)[O-])CC(=O)[O-].[Fe+3] ferric hydroxycitrate